{2-Cyclopropyl-4-[4-(2-methoxy-phenyl)-piperidin-1-yl]-quinazolin-7-yl}-methyl-propyl-amine C1(CC1)C1=NC2=CC(=CC=C2C(=N1)N1CCC(CC1)C1=C(C=CC=C1)OC)N(CCC)C